C1(=CC=C(C=C1)C=1N=C(OC1C1=CC=C(C=C1)C)SC(C(=O)NC)C)C 2-[4,5-bis(p-tolyl)oxazol-2-yl]sulfanyl-N-methylpropanamide